COC1=CC=C(C=C1)C(OC[C@@H](C(=O)N1CCC(CC1)CO)NC(CCOCCOCCC(C(=O)N)CCCCCCCCCCCCCC)=O)(C1=CC=CC=C1)C1=CC=C(C=C1)OC 2-[2-[2-[3-[[(1S)-1-[[bis(4-methoxyphenyl)-phenylmethoxy]methyl]-2-[4-(hydroxymethyl)-1-piperidinyl]-2-oxoethyl]amino]-3-oxopropoxy]ethoxy]ethyl]hexadecanamide